2-hydroxy-3-[(3-hydroxyphenazin-2-yl)oxy]-N,N,N-trimethyl-propane-1-aminium OC(C[N+](C)(C)C)COC1=CC2=NC3=CC=CC=C3N=C2C=C1O